NC(CO)(COCCCCCCCC\C=C/C\C=C/CCCCC)COCCCCCCCC\C=C/CC=CCCCCC 2-amino-3-[(9Z,12Z)-octadeca-9,12-dien-1-yloxy]-2-{[(9Z,2Z)-octadeca-9,12-dien-1-yloxy]methyl}propan-1-ol